OCC1CCC(CC1)N1N=C(C(=C1)NC(=O)C=1C=NN2C1N=CC=C2)OC(F)(F)F N-[1-[4-(hydroxymethyl)cyclohexyl]-3-(trifluoromethoxy)pyrazol-4-yl]pyrazolo[1,5-a]pyrimidine-3-carboxamide